FC1=NC=CC(=C1)N1CC2(C1)CN(CC2)C(=O)N2C[C@@H]1[C@@H](OCC(N1)=O)CC2 (4aR,8aS)-6-(2-(2-fluoropyridin-4-yl)-2,6-diazaspiro[3.4]octane-6-carbonyl)hexahydro-2H-pyrido[4,3-b][1,4]oxazin-3(4H)-one